(1R,2S,4S)-bicyclo[2.2.1]hept-2-ylcarbamic acid chloromethyl ester ClCOC(N[C@@H]1[C@@H]2CC[C@H](C1)C2)=O